(R)-(3-(3-chloro-4-(5-chloro-7-ethyl-7H-pyrrolo[2,3-d]pyrimidin-2-ylamino)-1H-pyrazol-1-yl)pyrrolidin-1-yl)(cyclopentyl)methanone ClC1=NN(C=C1NC=1N=CC2=C(N1)N(C=C2Cl)CC)[C@H]2CN(CC2)C(=O)C2CCCC2